CN1[C@H](CC(CC1)N1CC2(CC2)CN(C1=O)CC1=CC=C(C=C1)OCC(C)C)C 5-((2S)-1,2-dimethylpiperidin-4-yl)-7-(4-isobutoxybenzyl)-5,7-diazaspiro[2.5]octane-6-one